NC(=O)O amino(formic acid)